C1(CC1)C1=C(C=CC=C1)C1N(CCN(C1=O)C)C1CC2(C1)CCN(CC2)C(=O)OC(C)(C)C Tertbutyl 2-(2-(2-cyclopropylphenyl)-4-methyl-3-oxopiperazin-1-yl)-7-azaspiro[3.5]nonane-7-carboxylate